BrC=1C=C(C(=C(C=O)C1)C(C1=CC=C(C=C1)Cl)=O)F 5-bromo-2-(4-chlorobenzoyl)-3-fluorobenzaldehyde